tert-butyl (4-(3,5-dicyano-1H-pyrazol-1-yl)benzyl)carbamate C(#N)C1=NN(C(=C1)C#N)C1=CC=C(CNC(OC(C)(C)C)=O)C=C1